4-chloro-2-(cyclopent-1-en-1-yl)thiazole-5-carboxylic acid methyl ester COC(=O)C1=C(N=C(S1)C1=CCCC1)Cl